1-(2-((2-((2-((tert-butoxycarbonyl)(methyl)amino)ethyl)carbamoyl)-4-methylthiophen-3-yl)amino)-2-oxoethyl)-1-(2-(isoxazol-3-ylamino)-2-oxoethyl)azepan-1-ium formate C(=O)[O-].C(C)(C)(C)OC(=O)N(CCNC(=O)C=1SC=C(C1NC(C[N+]1(CCCCCC1)CC(=O)NC1=NOC=C1)=O)C)C